C(CCCC)(=O)ON(CC(O)CC(CCCCCCCC)CCCCCCCC)CCCC(=O)OCCCCCCCCCC 2-octyldecyl-((4-(decyloxy)-4-oxobutyl) (2-hydroxyethyl) amino) pentanoate